(S)-ethyl 8-(2-amino-6-((R)-2,2,2-trifluoro-1-(3'-(methylsulfonyl)-5-((E)-prop-1-en-1-yl)-[1,1'-biphenyl]-2-yl)ethoxy)pyrimidin-4-yl)-2,8-diazaspiro[4.5]decane-3-carboxylate NC1=NC(=CC(=N1)N1CCC2(C[C@H](NC2)C(=O)OCC)CC1)O[C@@H](C(F)(F)F)C1=C(C=C(C=C1)\C=C\C)C1=CC(=CC=C1)S(=O)(=O)C